spiro[cyclopropan-1,3'-indoline]-2'-one N1C(C2(C3=CC=CC=C13)CC2)=O